ClC1=CC=C(C=N1)CN1C(CCC1=O)CC(=O)NS(=O)(=O)C 2-[1-[(6-chloropyridin-3-yl)methyl]-5-oxopyrrolidin-2-yl]-N-methylsulfonylacetamid